5-[(2-cyclopropyl-7,8-dimethoxy-2H-chromen-5-yl)methyl]pyrimidine-2,4-diamine C1(CC1)C1OC2=C(C(=CC(=C2C=C1)CC=1C(=NC(=NC1)N)N)OC)OC